BrC1=C(C(=CC=C1)F)C1CC(=NO1)C=1N=C(SC1)C1CCN(CC1)C(COC1=NC=C(C=N1)C(F)(F)F)=O 1-(4-(4-(5-(2-bromo-6-fluorophenyl)-4,5-dihydroisoxazol-3-yl)thiazol-2-yl)piperidin-1-yl)-2-((5-(trifluoromethyl)pyrimidin-2-yl)oxy)ethan-1-one